O1C(=NC=2C1=CC=CC2N)N benzoxazolediamine